5-bromo-1,3-dimethyl-1,3-dihydrobenzo[c]isothiazole 2,2-dioxide BrC1=CC2=C(N(S(C2C)(=O)=O)C)C=C1